O1NC=C2C1=CC=N2 pyrrolo[2,3-d]isoxazole